4-[4-(2-amino-1-hydroxyethyl)phenyl]-3-(2-methyl-6-morpholin-4-ylpyridin-4-yl)oxybenzonitrile NCC(O)C1=CC=C(C=C1)C1=C(C=C(C#N)C=C1)OC1=CC(=NC(=C1)N1CCOCC1)C